CNC(=O)C1CC(C1)S(=O)(=O)C N-methyl-3-(methylsulfonyl)cyclobutane-1-carboxamide